5-methyl-4,5,6,7-tetrahydro[1,3]thiazolo[5,4-c]pyridine-2-carboxylic acid hydrochloride Cl.CN1CC2=C(CC1)N=C(S2)C(=O)O